(R)-3-(4-((2-(1H-indol-3-yl)ethyl)amino)-7-(methoxymethyl)-7,8-dihydro-6H-pyrimido(5,4-b)[1,4]oxazin-2-yl)pyridin-2-ol N1C=C(C2=CC=CC=C12)CCNC1=NC(=NC2=C1OC[C@H](N2)COC)C=2C(=NC=CC2)O